((1aS,6aS)-hexahydrocyclopropa[b]pyrrolizin-5a(3H)-yl)methanol C1[C@H]2CC3(CCCN3[C@H]21)CO